OC(CC(=O)OCC(OOC(C)=O)CO)CCCCC(CCCCCCCCCCCC)O 1-(3,8-dihydroxyeicosanoyl)2-acetoxyglycerol